C=CC(C)(C)C1=CC(=CC(=C1O)C(C)(C)C)SC1=CC(=C(C(=C1)C(C)(C)C)O)C(C)(C)C methylene-4,4'-thiobis-(2,6-di-tert-butylphenol)